BrC=1C=C2C=CNC2=C(C1)C(=O)OC methyl 5-bromo-1H-indole-7-carboxylate